COC1=CC=C(C=C1)C1=CC2=C(N=C3N2C=CC(=C3)C)C=3C=CC(=CC13)C(F)(F)F 5-(4-methoxyphenyl)-10-methyl-3-(trifluoromethyl)naphtho[1',2':4,5]imidazo[1,2-a]pyridine